C1(CC1)C(=O)NC1=CC(=C(N=N1)C(=O)NC([2H])([2H])[2H])NC1=CN(C2=C1C(N(C=C2)C)=O)C 6-(Cyclopropanecarboxamido)-4-((1,5-dimethyl-4-oxo-4,5-dihydro-1H-pyrrolo[3,2-c]pyridin-3-yl)amino)-N-(methyl-d3)pyridazine-3-carboxamide